C(=C)C1CC(CC(C1)C=C)C=C 1,3,5-Trivinylcyclohexan